BrC=1C=NC(=C(C(=O)NC2=C(C(=CC=C2C)OC)C)C1)Cl 5-bromo-2-chloro-N-(3-methoxy-2,6-dimethylphenyl)nicotinamide